(4-isopropoxy-1H-indazol-3-yl)-2-methyl-4-(N-morpholinyl)-pyridazin-3-one C(C)(C)OC1=C2C(=NNC2=CC=C1)C1=C(C(N(N=C1)C)=O)N1CCOCC1